1-{1-[2-methyl-6-(2,2,2-trifluoro-ethoxy)-pyrimidin-4-yl]-ethyl}-3-spiro[3.3]hept-2-yl-urea CC1=NC(=CC(=N1)C(C)NC(=O)NC1CC2(C1)CCC2)OCC(F)(F)F